5-(2-(bromomethyl)phenyl)-2-(4-methoxyphenyl)-2H-tetrazole BrCC1=C(C=CC=C1)C=1N=NN(N1)C1=CC=C(C=C1)OC